N-(3-bromo-1-((2-(trimethylsilyl)ethoxy)methyl)-1H-pyrazol-5-yl)-3-(4-chloro-3-fluorophenyl)propanamide BrC1=NN(C(=C1)NC(CCC1=CC(=C(C=C1)Cl)F)=O)COCC[Si](C)(C)C